ClC1=NC=C2NC(N(C2=N1)CC1=CC(=C(C=C1)C=1N(C=C(N1)C(F)(F)F)C)CC)=N 2-chloro-9-[[3-ethyl-4-[1-methyl-4-(trifluoromethyl)imidazol-2-yl]phenyl]methyl]-7H-purin-8-imine